6-[1-(2,2-difluoroethyl)-1H-pyrazolo[3,4-b]pyrazin-6-yl]-2-[6-(difluoromethoxy)pyridin-2-yl]-2,6-diazaspiro[3.4]octane FC(CN1N=CC=2C1=NC(=CN2)N2CC1(CN(C1)C1=NC(=CC=C1)OC(F)F)CC2)F